C(CCCCCCCCCCCCCC)(=O)O normal pentadecanoic acid